ALUMINUM-NICKEL [Ni].[Al]